C(C)(C)(C)NC=1N=CC2=C(N1)C(=CN=C2NC(C2=CC=CC=C2)=O)I N-(2-(tert-Butylamino)-8-iodopyrido[4,3-d]pyrimidin-5-yl)benzamide